ClC=1C=C(C=CC1C)NC(=O)NCC=1C=CC2=C(N=NN(C2=O)C2C(NC(CC2)=O)=O)C1 1-(3-chloro-4-methylphenyl)-3-((3-(2,6-dioxopiperidin-3-yl)-4-oxo-3,4-dihydrobenzo[d][1,2,3]triazin-7-yl)methyl)urea